(6-ethyl-5-iodo-8-(methylamino)-2,7-naphthyridin-3-yl)cyclopropanecarboxamide tert-butyl-1,8-diazaspiro[4.5]decane-8-carboxylate C(C)(C)(C)OC(=O)N1CCC2(CCCN2)CC1.C(C)C=1C(=C2C=C(N=CC2=C(N1)NC)C1(CC1)C(=O)N)I